ClC=1C=C2C(=C3C4(NC(NC13)=O)CCCCC4)OC(=C2)C(=O)N(CC2=NC4=C(N2)C=CC(=C4)C)C 5'-chloro-N-methyl-N-[(5-methyl-1H-1,3-benzodiazol-2-yl)methyl]-7'-oxo-7',8'-dihydro-6'H-spiro[cyclohexane-1,9'-furo[2,3-f]quinazoline]-2'-carboxamide